NC=1C=CC=C2CN(C(C12)=O)C 7-amino-2,3-dihydro-2-methyl-1H-isoindol-1-one